Ethyl 4-((2S,5R)-4-(tert-butoxycarbonyl)-2,5-dimethylpiperazin-1-yl)-7-(4-cyanopyridin-2-yl)-5-methyl-6,7-dihydro-5H-pyrrolo[2,3-d]pyrimidine-5-carboxylate C(C)(C)(C)OC(=O)N1C[C@@H](N(C[C@H]1C)C=1C2=C(N=CN1)N(CC2(C(=O)OCC)C)C2=NC=CC(=C2)C#N)C